(4-((3'-(3-(4-(((carboxymethyl)amino)methyl)-1H-1,2,3-triazol-1-yl)propoxy)-2,2'-Dichloro-[1,1'-biphenyl]-3-yl)methoxy)-5-chloro-2-((5-cyanopyridin-3-yl)methoxy)benzyl)glycine C(=O)(O)CNCC=1N=NN(C1)CCCOC=1C(=C(C=CC1)C1=C(C(=CC=C1)COC1=CC(=C(CNCC(=O)O)C=C1Cl)OCC=1C=NC=C(C1)C#N)Cl)Cl